ClC1=C(N(C(C(=C1)C(=O)N)=O)C1=CC=C(C=C1)F)C(=O)N 3-chloro-1-(4-fluorophenyl)-6-oxo-1,6-dihydropyridine-2,5-dicarboxamide